N-(3-fluoro-4-{6-methoxy-7-[3-(4-methyl-1-piperidinyl)propoxy]quinolin-4-yloxy}phenyl)-3-oxo-4-(4-fluorophenyl)-3,4-dihydropyrazine-2-carboxamide FC=1C=C(C=CC1OC1=CC=NC2=CC(=C(C=C12)OC)OCCCN1CCC(CC1)C)NC(=O)C1=NC=CN(C1=O)C1=CC=C(C=C1)F